2-((2S)-4-(7-(2-fluoro-6-hydroxyphenyl)-2-(((S)-1-methylpyrrolidin-2-yl)methoxy)-6,7-dihydro-5H-pyrano[2,3-d]pyrimidin-4-yl)piperazin-2-yl)acetonitrile FC1=C(C(=CC=C1)O)C1CCC2=C(N=C(N=C2N2C[C@@H](NCC2)CC#N)OC[C@H]2N(CCC2)C)O1